C12(CC3CC(CC(C1)C3)C2)NC(=O)NS(=O)(=O)C2=CC=C(C=C2)OC N-(((3s,5s,7s)-adamantan-1-yl)carbamoyl)-4-methoxybenzenesulfonamide